ClC=1C=CC(=C(C1)[C@H]1C[C@H](C1)NC(=O)C=1N=NN(C1)[C@@H](C)C=1C(=NC(=CC1)N1C([C@@H]2C[C@@H]2C1)=O)C)C#N |o1:19| N-((cis)-3-(5-chloro-2-cyanophenyl)cyclobutyl)-1-((S or R)-1-(2-methyl-6-((1R,5S)-2-oxo-3-azabicyclo[3.1.0]hexan-3-yl)pyridin-3-yl)ethyl)-1H-1,2,3-triazole-4-carboxamide